O.C=1C=CC(C2=C3CC=CC=C3CC12)=O.O.O.C=1C=CC(C2=C3CC=CC=C3CC12)=O fluorene-4(5H)-one sesquihydrate